2-cyclopropyl-5-ethoxy-4-(hydroxymethyl)-N'-methylbenzoyl-hydrazine C1(CC1)C1=C(C(=O)NNC)C=C(C(=C1)CO)OCC